The molecule is a monovalent inorganic anion that consists of orthotelluric acid where one of the six OH groups has been deprotonated. It is an orthotellurate ion and a monovalent inorganic anion. It is a conjugate base of an orthotelluric acid. It is a conjugate acid of an orthotellurate(2-). O[Te](O)(O)(O)(O)[O-]